C(CCCCCCCCCCC)NC(=O)C1=CC2=CC=C(C=C2C=C1)O N-dodecyl-6-hydroxy-2-naphthamide